ClC1=CC=C2C(=N1)N(N=C2)C2=CC=CC=C2 6-Chloro-1-phenyl-1H-pyrazolo[3,4-b]pyridine